C[C@H]1N(C[C@@H](N(C1)C1=NC=C(C=N1)S(=O)(=O)C(C)C)C)C(=O)OC1CC2(CN(C2)CC2=CC=CC=C2)C1 2-benzyl-2-azaspiro[3.3]heptan-6-yl (2R,5S)-2,5-dimethyl-4-[5-(propane-2-sulfonyl) pyrimidin-2-yl]piperazine-1-carboxylate